Cl.ClC1=C(C(=CC=C1)Cl)COC=1C(=NC=C(C1)C=1C=C2N(N1)CC[C@]21CNCC1)N |r| (rac)-3-[(2,6-dichlorophenyl)methoxy]-5-[5',6'-dihydrospiro[pyrrolidine-3,4'-pyrrolo[1,2-b]pyrazol]-2'-yl]pyridin-2-amine-hydrochloride salt